NC1=C(C=CC(=C1)Cl)C1=CC(=CC(=C1)C(=O)NC1CC1)C1=CC=C(C=C1)S(N)(=O)=O amino-4-chloro-N-cyclopropyl-4''-sulfamoyl-[1,1':3',1''-terphenyl]-5'-carboxamide